[C@H]12CNC[C@@H]2C1COC=1C=2N(C=C(N1)C=1C=NN(C1)C)N=CC2 4-(((1R,5S,6r)-3-azabicyclo[3.1.0]hexan-6-yl)methoxy)-6-(1-methyl-1H-pyrazol-4-yl)pyrazolo[1,5-a]pyrazine